C(C)(C)(C)OC(N(C)C1=NN(C(=N1)[C@H](C)NC(=O)OC(C)(C)C)C=1SC(=CN1)C(=O)N1CCOCC1)=O N-[5-[(1S)-1-(tert-butoxycarbonylamino)ethyl]-1-[5-(morpholine-4-carbonyl)thiazol-2-yl]-1,2,4-triazol-3-yl]-N-methyl-carbamic acid tert-butyl ester